tert-butyl (1R,5S)-3-((R or S)-6,8-dichloro-2-(3-(dimethylamino)azetidin-1-yl)-7-(3-hydroxynaphthalen-1-yl)quinazolin-4-yl)-3,8-diazabicyclo[3.2.1]octane-8-carboxylate ClC=1C=C2C(=NC(=NC2=C(C1C1=CC(=CC2=CC=CC=C12)O)Cl)N1CC(C1)N(C)C)N1C[C@H]2CC[C@@H](C1)N2C(=O)OC(C)(C)C